N-[3-[(2,3-dihydroxypropyl)(3-butyloxypropyl)amino]propyl]palmitoleamide OC(CN(CCCNC(CCCCCCC\C=C/CCCCCC)=O)CCCOCCCC)CO